C(C)N(C1=C(C=CC=C1)C)CCCCC N-ethyl-N-pentylmethylaniline